(S)-3-amino-6-(4-(2-(3,5-difluorophenyl)-2-hydroxyacetamido)-2-methylphenyl)-N-(2,2,2-trifluoroethyl)pyrazine-2-carboxamide NC=1C(=NC(=CN1)C1=C(C=C(C=C1)NC([C@@H](O)C1=CC(=CC(=C1)F)F)=O)C)C(=O)NCC(F)(F)F